C1(CCCCCCC1)NC1=N\C(\C(N1C)=O)=C/C=1C=C2C=NN(C2=CC1)C (5Z)-2-(Cyclooctylamino)-3-methyl-5-[(1-methylindazol-5-yl)methylene]imidazol-4-one